aluminium butylphosphonite C(CCC)P([O-])[O-].[Al+3].C(CCC)P([O-])[O-].C(CCC)P([O-])[O-].[Al+3]